(3S,10R)-7-((S)-4-acryloyl-2-methylpiperazin-1-yl)-10-(2,4-difluorophenyl)-3-((methoxymethoxy)methyl)-9-(trifluoromethyl)-2,3-dihydro-5H-[1,4]thiazino[2,3,4-ij]quinazolin-5-one C(C=C)(=O)N1C[C@@H](N(CC1)C1=NC(N2C3=C(C(=C(C=C13)C(F)(F)F)C1=C(C=C(C=C1)F)F)SC[C@@H]2COCOC)=O)C